NC1=NC=CC(=C1[N+](=O)[O-])C=1C=NN(C1)C1=CC=CC(=N1)C(CCO)C(F)(F)F 3-(6-(4-(2-amino-3-nitropyridin-4-yl)-1H-pyrazol-1-yl)pyridin-2-yl)-4,4,4-trifluorobutan-1-ol